C(#N)C=1C(=NC=2CN(CCC2C1OS(=O)(=O)C(F)(F)F)C(=O)OCC1=CC=CC=C1)OS(=O)(=O)C(F)(F)F benzyl 3-cyano-2,4-bis(((trifluoromethyl) sulfonyl) oxy)-5,8-dihydro-1,7-naphthyridine-7(6H)-carboxylate